CC1=C(C=C(C(=C1)C)C(=O)N1CCOCC1)NS(=O)(=O)C(F)(F)F N-[2,4-dimethyl-5-(4-morpholinylcarbonyl)phenyl]-1,1,1-trifluoromethanesulfonamide